(S)-N-(2,5-dichlorobenzoyl)-3-(3,5-bis(trifluoromethyl)phenyl)propionamido-D-leucine ClC1=C(C(=O)N([C@@H](CC(C)C)C(=O)O)NC(CCC2=CC(=CC(=C2)C(F)(F)F)C(F)(F)F)=O)C=C(C=C1)Cl